C(C)(C)(C)N1CCN(CC1)C1=CC(=CC(N1C)=O)C1=NC(=CC(=C1O)C1=CC(=C(C=C1)N1C(N(C=C1)C)=O)Cl)C 6'-(4-(tert-butyl)-piperazin-1-yl)-4-(3-chloro-4-(3-methyl-2-oxo-2,3-dihydro-1H-imidazol-1-yl)phenyl)-3-hydroxy-1',6-dimethyl-[2,4'-bipyridin]-2'(1'H)-one